4-(methyl(7H-pyrrolo[2,3-d]pyrimidin-4-yl)amino)-N-(2,2,2-trifluoroethyl)morpholine-2-formamide CN(N1CC(OCC1)C(=O)NCC(F)(F)F)C=1C2=C(N=CN1)NC=C2